4-(2,5-dichlorophenyl)-N-(2-ethyl-4-formyl-6-methylphenyl)pyrimidine-2-carboxamide ClC1=C(C=C(C=C1)Cl)C1=NC(=NC=C1)C(=O)NC1=C(C=C(C=C1C)C=O)CC